N[C@H]1C[C@H](N(CC1)C(=O)N1CC2(CCCC2)[C@@H](CC1)CN1C(C=C(C=C1)C1=C(C=CC=C1)OC)=O)C1=CC(=CC=C1)F 1-(((R)-7-((2S,4R)-4-Amino-2-(3-fluorophenyl)piperidine-1-carbonyl)-7-azaspiro[4.5]decan-10-yl)methyl)-4-(2-methoxyphenyl)pyridin-2(1H)-one